C(C1=CC=CC=C1)OC(=O)N1CCC(CC1)C1=NN=C2N1C1=C(N=C2)NC=C1 Benzyl-4-(6H-pyrrolo[2,3-e][1,2,4]triazolo[4,3-a]pyrazin-1-yl)piperidine-1-carboxylate